ethyl (5-ethyl-3-methylhept-5-en-1-yl) malonate C(CC(=O)OCCC(CC(=CC)CC)C)(=O)OCC